[Br-].C(C1=CC=CC=C1)OC(=O)NCCCN1C=[N+](C=C1C)CCCCBr 1-(3-(((benzyloxy)carbonyl)amino)propyl)-3-(4-bromobutyl)-5-methyl-1H-imidazol-3-ium bromide